N-(7-cyclopropyl-1H-indazol-3-yl)-2,4-difluorobenzamide C1(CC1)C=1C=CC=C2C(=NNC12)NC(C1=C(C=C(C=C1)F)F)=O